2-(chloromethyl)-8-methyl-pyrido[1,2-a]pyrimidin-4-one ClCC=1N=C2N(C(C1)=O)C=CC(=C2)C